C(C)C1=C(C=CC=C1)[C@@H](C)OC(=O)NC=1C(=NOC1C1CCN(CC1)C1=CC=C(C=C1)OC(=O)C1CC1)C (4-{4-[4-({[(1R)-1-(2-ethylphenyl)ethoxy]carbonyl}amino)-3-methyl-1,2-oxazol-5-yl]piperidin-1-yl}phenyl)cyclopropane-1-carboxylate